C(CCC)C(CS(=O)(=O)[O-])CCCC 2-butylhexanesulfonate